5-((R)-2,3-dihydro-1H-inden-1-yl)-N-((S)-5-methyl-4-oxo-2,3,4,5-tetrahydropyrido[3,2-b][1,4]oxazepin-3-yl)-4H-1,2,4-triazole-3-carboxamide [C@H]1(CCC2=CC=CC=C12)C=1NC(=NN1)C(=O)N[C@@H]1C(N(C2=C(OC1)C=CC=N2)C)=O